FC1(C(C(=O)NC1=O)(F)F)F Tetrafluorosuccinimid